4,4'-bistrifluoromethyl-2,2'-bipyridine FC(C1=CC(=NC=C1)C1=NC=CC(=C1)C(F)(F)F)(F)F